ClC=1C(=NC(=NC1)NC1CN(C(CC1)=O)C)C1=CC=C2CN(C(C2=C1)=O)[C@@H](C(=O)N[C@H](CO)C1=CC(=CC=C1)C)C (2R)-2-(6-{5-chloro-2-[(1-methyl-6-oxopiperidin-3-yl)amino]pyrimidin-4-yl}-1-oxo-2,3-dihydro-1H-isoindol-2-yl)-N-[(1S)-2-hydroxy-1-(3-methylphenyl)ethyl]propionamide